CC1(CC=C(CC1)/C=C/C=O)C (E)-3-(4,4-dimethylcyclohex-1-en-1-yl)acrylaldehyde